3-(chroman-6-ylmethyl)-1-(4-fluoro-benzyl)-1-(1-methylpiperidin-4-yl)-urea O1CCCC2=CC(=CC=C12)CNC(N(C1CCN(CC1)C)CC1=CC=C(C=C1)F)=O